C1(=C(C=CC=C1)NC(C(C)NCCC1=CC(=C(C=C1)OC)OC)=O)C1=CC=CC=C1 N-[1,1'-biphenyl]-2-yl-2-[[2-(3,4-dimethoxyphenyl)ethyl]amino]-propaneamide